CC1(OCC(O1)CN1CCNCC1)C 1-((2,2-dimethyl-1,3-dioxolan-4-yl)methyl)piperazine